O1N=C(C=N1)S(=O)(=O)Cl 1,2,5-oxadiazole-3-sulfonyl chloride